C(#N)CCOP(=O)(CCC=C(C)C)OCC1=CC=C(C=C1)NC([C@H](C)NC([C@H](C(C)C)NC(OCC1C2=CC=CC=C2C=2C=CC=CC12)=O)=O)=O (9H-Fluoren-9-yl)methyl ((2S)-1-(((2S)-1-((4-((((2-cyanoethoxy)(4-methylpent-3-en-1-yl)phosphoryl)-oxy)methyl)phenyl)amino)-1-oxopropan-2-yl)amino)-3-methyl-1-oxobutan-2-yl)carbamate